BUTYRAMIDINE C(CCC)(=N)N